{5-[(1,3-dimethyl-azetidin-3-yl)-hydroxy-(4-isopropyl-phenyl)-methyl]-pyridin-3-yl}-cyclopent-2-enone CN1CC(C1)(C)C(C=1C=C(C=NC1)C=1C(CCC1)=O)(C1=CC=C(C=C1)C(C)C)O